(2R,6R)-tert-butyl 2,6-dimethylpiperazine-1-carboxylate C[C@H]1N([C@@H](CNC1)C)C(=O)OC(C)(C)C